γ-chloropropyl-trimethoxy-silane ClCCC[Si](OC)(OC)OC